9H-Fluoren-9-yl (S)-N-benzyl-P-(3-chlorophenyl)phosphonamidate C(C1=CC=CC=C1)N[P@](OC1C2=CC=CC=C2C=2C=CC=CC12)(=O)C1=CC(=CC=C1)Cl